CC1=C(C(=CC=C1)O)C2=C(C=CC=C2O)C 3,3'-dimethylbiphenol